FC1=C(C=C(C=C1)C=1C=C2C(=NC1)C=NN2CCOC)C 6-(4-Fluoro-3-methyl-phenyl)-1-(2-methoxyethyl)pyrazolo[4,3-b]pyridine